tert-butyl ((1S,2S,4R)-rel-7-(4'-cyano-3'-fluoro-6-(6-fluoro-1-(2-hydroxy-2-methylpropyl)-1H-indol-5-yl)-[1,1'-biphenyl]-3-carbonyl)-7-azabicyclo[2.2.1]heptan-2-yl)carbamate C(#N)C1=C(C=C(C=C1)C1=CC(=CC=C1C=1C=C2C=CN(C2=CC1F)CC(C)(C)O)C(=O)N1[C@@H]2[C@H](C[C@H]1CC2)NC(OC(C)(C)C)=O)F |o1:32,33,35|